C1(CC1)C=1C(=NON1)C(=O)N[C@H](C=1N=C2N(N=CC(=C2)CN2C(NCC(C(C2)(F)F)(F)F)=O)C1)C1CCC(CC1)(F)F (S)-4-Cyclopropyl-N-((4,4-difluorocyclohexyl)(7-((5,5,6,6-tetrafluoro-2-oxo-1,3-diazepan-1-yl)methyl)imidazo[1,2-b]pyridazin-2-yl)methyl)-1,2,5-oxadiazole-3-carboxamide